C(C)OC(=O)C1=C(C=NN1C1=C(C=C(C=C1Cl)F)Cl)C1CC1 4-cyclopropyl-1-(2,6-dichloro-4-fluorophenyl)-1H-pyrazole-5-carboxylic acid ethyl ester